FC(C1=C(C(=O)NNC(=O)C2CN(CCC2)C(=O)OC(C)(C)C)C=CC=N1)(F)F tert-butyl 3-(2-(2-(trifluoromethyl)nicotinoyl)hydrazine-1-carbonyl)piperidine-1-carboxylate